7-(2-(2-(dimethylamino)ethoxy)ethoxy)-6-methoxy-2-(4-methyl-1,4-diazepan-1-yl)-N-(1-methylpiperidin-4-yl)quinazolin-4-amine CN(CCOCCOC1=C(C=C2C(=NC(=NC2=C1)N1CCN(CCC1)C)NC1CCN(CC1)C)OC)C